C1(=CC(=CC=C1)N1CCC2=CC(=CC=C12)N)N1CCC2=CC(=CC=C12)N 1,1'-(1,3-phenylene)bis(indolin-5-amine)